ClC=1C=CC(=C(C1)C1=CC(=CN=N1)NC1=CC=NC2=CC(=CC=C12)OCCCN1CN(CCC1)C)F N-[6-(5-chloro-2-fluorophenyl)pyridazin-4-yl]-7-[3-(3-methyl-1,3-diazinan-1-yl)-propoxy]quinolin-4-amine